3-methyl-[1,2,4]triazolo[3,4-b][1,3,4]thiadiazole-6-thiol CC1=NN=C2SC(=NN21)S